FC=1C=C(C=C(C1)F)[C@@H]1N(OCC1)C1=CC(=NC=N1)NC=1C(=CC(=C(C1)NC(C=C)=O)N1CCOCC1)OC N-(5-((6-((R)-3-(3,5-difluorophenyl)-isoxazolidine-2-yl)pyrimidine-4-yl)amino)-4-methoxy-2-morpholinophenyl)acrylamide